C1(=CC=CC=C1)N=NC1=CC=C(COC(=O)N2[C@@H](CCC2)C(=O)N[C@@H](CC(C)C)C(=O)NCC(=O)N2[C@@H](CCC2)C(=O)N[C@H](CCCNC(N)=N)C(=O)O)C=C1 4-phenylazobenzyl-oxycarbonyl-L-prolyl-L-leucyl-glycyl-L-prolyl-D-arginine